4-[3-[2,6-Dichloro-4-(2-methoxypyridin-4-yl)benzoyl]-2,4-dihydro-1,3-benzoxazin-8-yl]-5-fluoro-2-(3-oxa-8-azabicyclo[3.2.1]octan-8-yl)benzoic acid ClC1=C(C(=O)N2COC3=C(C2)C=CC=C3C3=CC(=C(C(=O)O)C=C3F)N3C2COCC3CC2)C(=CC(=C1)C1=CC(=NC=C1)OC)Cl